Ethyl 5-(chloromethyl)-4-(oxetan-2-ylmethyl)-4H-imidazo[4,5-d]thiazole-2-carboxylate ClCC1=NC2=C(N=C(S2)C(=O)OCC)N1CC1OCC1